(1,2-Dimethyl-propyl)-(5-meth-oxy-2-pyridin-2-yl-pyrimidin-4-yl)-amine CC(C(C)C)NC1=NC(=NC=C1OC)C1=NC=CC=C1